methyl-N-(3-(((5-fluoro-2-((1,2,3,4-tetrahydroisoquinolin-6-yl)amino)pyrimidin-4-yl)amino)methyl)pyrazin-2-yl)methanesulfonamide CCS(=O)(=O)NC1=NC=CN=C1CNC1=NC(=NC=C1F)NC=1C=C2CCNCC2=CC1